tert-Butyl 4-(1-((1r,4r)-4-(cyanomethyl)cyclohexyl)-6-(phenylsulfonyl)-1,6-dihydroimidazo[4,5-d]pyrrolo[2,3-b]pyridin-2-yl)piperidine-1-carboxylate C(#N)CC1CCC(CC1)N1C(=NC=2C1=C1C(=NC2)N(C=C1)S(=O)(=O)C1=CC=CC=C1)C1CCN(CC1)C(=O)OC(C)(C)C